5-(N,N-dimethylsulfamoyl)-2-methoxy-4-((8,8,8-trifluorooctyl)amino)benzoic acid CN(S(=O)(=O)C=1C(=CC(=C(C(=O)O)C1)OC)NCCCCCCCC(F)(F)F)C